O=C1CC[C@@H](N1)CC(=O)OC methyl (R)-2-(5-oxopyrrolidin-2-yl)acetate